N1=CC=C(C=C1)C1=NC2=C(N1)C=CC=C2 2-(pyridin-4-yl)-1H-benzimidazole